Cl.[N+](=O)([O-])C1=C2CNCC2=CC=C1 4-Nitroisoindoline hydrochloride